ClC1=CC2=C(N=N1)N(C=C2OCC2CN(C2)C(=O)OC(C)(C)C)COCC[Si](C)(C)C tert-butyl 3-{[(3-chloro-7-{[2-(trimethylsilyl)ethoxy]methyl}pyrrolo[2,3-c]pyridazin-5-yl)oxy]methyl}azetidine-1-carboxylate